C(C)OC(=O)C=1N=C2N(C=C(C=C2)C=2C=C3C(=NC=NC3=CC2)NCC2=CC=C(C=C2)OC)C1 6-(4-((4-methoxybenzyl)amino)quinazolin-6-yl)imidazo[1,2-a]Pyridine-2-carboxylic acid ethyl ester